ethyl (4-((bis((2S,3R,4R,5R)-2,3,4,5,6-pentahydroxyhexyl)amino)methyl)benzyl)carbamate O[C@@H](CN(C[C@@H]([C@H]([C@@H]([C@@H](CO)O)O)O)O)CC1=CC=C(CNC(OCC)=O)C=C1)[C@H]([C@@H]([C@@H](CO)O)O)O